2-(1-(2-(2-methoxyphenyl)-2-(piperidin-4-yloxy)ethyl)-5-methyl-6-(oxazol-2-yl)-2,4-dioxo-1,4-dihydrothieno[2,3-d]pyrimidin-3(2H)-yl)-2-methylpropionic acid COC1=C(C=CC=C1)C(CN1C(N(C(C2=C1SC(=C2C)C=2OC=CN2)=O)C(C(=O)O)(C)C)=O)OC2CCNCC2